C12NCCOC2C1 5-oxa-2-azabicyclo[4.1.0]heptane